FC(C1=NN=C(S1)C1=NC(=NC2=C(C=C(C=C12)S(=O)(=O)NC1(CC1)C)N1CCC2(COC2)CC1)C)F 4-(5-(difluoromethyl)-1,3,4-thiadiazol-2-yl)-2-methyl-N-(1-methylcyclopropyl)-8-(2-oxa-7-azaspiro[3.5]nonan-7-yl)quinazoline-6-sulfonamide